ClC=1C=C(C=NC(C(=O)O)CC2=CC=C(C=C2)O)C=C(C1)OC(C1=CN=CC=C1)=O 2-(3-chloro-5-(nicotinoyloxy)benzylideneamino)-3-(4-hydroxyphenyl)propanoic acid